FC1=C(N=CC2=C1N=C(N=C2OCC(F)(F)F)OC[C@]21CCCN1C[C@@H](C2)F)C2=CC(=CC1=C(C=CC=C21)C)O 4-(8-fluoro-2-(((2R,7aS)-2-fluorohexahydro-1H-pyrrolizin-7a-yl)methoxy)-4-(2,2,2-trifluoroethoxy)pyrido[4,3-d]pyrimidin-7-yl)-8-methylnaphthalen-2-ol